5-(chloromethyl)-3-(1-(3-chlorophenyl)cyclopropyl)-1,2,4-oxadiazole ClCC1=NC(=NO1)C1(CC1)C1=CC(=CC=C1)Cl